(4,6-dihydroxy-3'-isopropyl-[1,1'-biphenyl]-3-yl)-N-ethyl-4-(3-fluoro-4-(morpholinomethyl)phenyl)isoxazole-3-carboxamide OC1=C(C=C(C(=C1)O)C1=CC(=CC=C1)C(C)C)C1=C(C(=NO1)C(=O)NCC)C1=CC(=C(C=C1)CN1CCOCC1)F